3-[4-(4-amino-1-piperidyl)phenyl]piperidine-2,6-dione NC1CCN(CC1)C1=CC=C(C=C1)C1C(NC(CC1)=O)=O